2-(prop-1-yn-1-yl)quinazoline-6-carbaldehyde C(#CC)C1=NC2=CC=C(C=C2C=N1)C=O